1-amino-N-(3-(1-(3,5-dichlorophenyl)-3-(3,3-dimethylmorpholine-4-carbonyl)-7-methoxy-1,4-dihydrochromeno[4,3-c]pyrazol-8-yl)phenyl)-3,6,9,12-tetraoxapentadecan-15-amide NCCOCCOCCOCCOCCC(=O)NC1=CC(=CC=C1)C1=CC2=C(C=C1OC)OCC1=C2N(N=C1C(=O)N1C(COCC1)(C)C)C1=CC(=CC(=C1)Cl)Cl